4-fluoro-2-methoxy-1-nitro-benzene FC1=CC(=C(C=C1)[N+](=O)[O-])OC